OC[C@H]1CN(C2(CC2)CO1)C(=O)OC(C)(C)C tert-butyl (R)-6-(hydroxymethyl)-7-oxa-4-azaspiro[2.5]octane-4-carboxylate